5-(3-benzhydryl-3,8-diazabicyclo[3.2.1]oct-8-yl)-2-(2,6-dioxopiperidin-3-yl)-6-fluoroisoindoline-1,3-dione C(C1=CC=CC=C1)(C1=CC=CC=C1)N1CC2CCC(C1)N2C=2C=C1C(N(C(C1=CC2F)=O)C2C(NC(CC2)=O)=O)=O